ClC1=CC=C(C(=O)NC2(CCC2)C=2N=C3CCCN(C3=CC2)C(=O)OCCOC)C=C1 2-methoxyethyl 6-(1-(4-chlorobenzamido)cyclobutyl)-3,4-dihydro-1,5-naphthyridine-1(2H)-carboxylate